C(C)[C@H]1N(CCC(C1)C)C=1C=CC(=C(C(=O)OCC)C1)[N+](=O)[O-] Ethyl (R)-5-(2-ethyl-4-methylpiperidin-1-yl)-2-nitrobenzoate